tert-butyl 3-{[(7-acetyl-2,3-dihydrofuro[3,2-b]pyridin-6-yl) oxy] methyl}-3-methylazetidine-1-carboxylate C(C)(=O)C1=C2C(=NC=C1OCC1(CN(C1)C(=O)OC(C)(C)C)C)CCO2